ClC1=C(C(=CC=C1)Cl)C1=CC2=C(N=C(N=C2)NC2=CC=NC=C2)N2C1=NCC2 6-(2,6-dichlorophenyl)-N-(pyridin-4-yl)-8,9-dihydroimidazo[1',2':1,6]pyrido[2,3-d]pyrimidin-2-amine